6-(1-adamantyl)-2-hydroxy-6,7,8,9-tetrahydrobenzo[7]annulen-5-one C12(CC3CC(CC(C1)C3)C2)C2C(C3=C(CCC2)C=C(C=C3)O)=O